5-[[(2e)-3-chloro-2-propen-1-yl]amino]-1-[2,6-dichloro-4-(trifluoromethyl)phenyl]-4-[(trifluoromethyl)sulfinyl]-1H-pyrazole-3-carbonitrile Cl/C=C/CNC1=C(C(=NN1C1=C(C=C(C=C1Cl)C(F)(F)F)Cl)C#N)S(=O)C(F)(F)F